tert-butyl 6-(3-cyano-4-(2-fluoro-3-methoxyphenyl)-7-(4-methylthiazol-5-yl)-5,6,7,8-tetrahydro-1,7-naphthyridin-2-yl)-2,6-diazaspiro[3.4]octane-2-carboxylate C(#N)C=1C(=NC=2CN(CCC2C1C1=C(C(=CC=C1)OC)F)C1=C(N=CS1)C)N1CC2(CN(C2)C(=O)OC(C)(C)C)CC1